mono-fluorododecyl-sulfonate phenyl-(7,8-dihydro-5H-pyrano[4,3-b]pyridin-3-yl)carbamate C1(=CC=CC=C1)N(C(O)=O)C=1C=C2C(=NC1)CCOC2.FCCCCCCCCCCCCS(=O)(=O)O